(R)-1-(tert-butyl)-N-(2-methyl-4-(3-(3-(methylamino)azepan-1-yl)pyridin-4-yl)benzyl)-1H-1,2,3-triazole-4-carboxamide C(C)(C)(C)N1N=NC(=C1)C(=O)NCC1=C(C=C(C=C1)C1=C(C=NC=C1)N1C[C@@H](CCCC1)NC)C